Cl.FC1=CC=C(C=C1)C(CN1CCC(CC1)NC)=O 1-(4-fluorophenyl)-2-(4-(methylamino)piperidin-1-yl)ethan-1-one, hydrochloride